COC(=O)C=1C(=C(C=CC1)C#CC1=CC=C(C=C1)CC(NC=1C=NC=CC1)=O)C1=CC=CC=C1.C(C)(C)(C)[Si](C1=CC=CC=C1)(C1=CC=CC=C1)C tert-butyl-(methyl)diphenylsilane methyl-6-((4-(2-oxo-2-(pyridin-3-ylamino)ethyl)phenyl)ethynyl)-[1,1'-biphenyl]-2-carboxylate